IC1=C(NC2=C1C(NC(C2)C(F)(F)F)=O)C2=CC=NC1=C2N=C(N=C1)OC 3-iodo-2-{2-methoxypyrido[3,2-d]pyrimidin-8-yl}-6-(trifluoromethyl)-1H,5H,6H,7H-pyrrolo[3,2-c]pyridin-4-one